FC1=CC=C(C=C1)N1N=C(N=C1C1=CC=C(C=C1)C(C)C)CN1CCC(CC1)OC ((1-(4-fluorophenyl)-5-(4-isopropylphenyl)-1H-1,2,4-triazol-3-yl)methyl)-4-methoxypiperidine